(±)-N-((2S,4R)-2-Methyl-1-(methylsulfonyl)piperidin-4-yl)-4-(1-(tetrahydro-2H-pyran-4-yl)-1H-pyrazol-4-yl)-5-(trifluoromethyl)pyrimidin-2-amine C[C@@H]1N(CC[C@H](C1)NC1=NC=C(C(=N1)C=1C=NN(C1)C1CCOCC1)C(F)(F)F)S(=O)(=O)C |r|